COC(=O)OC(=O)C1=NC=CC(=C1F)CC=1C(OC2=CC(=CC=C2C1C)OC1=NC=CC=C1F)=O 3-fluoro-4-[[7-[(3-fluoro-2-pyridinyl)oxy]-4-methyl-2-oxo-chromen-3-yl]methyl]pyridine-2-carboxylic acid methoxycarbonyl ester